1-[(3S)-3-(2,3-Dichloro-6-fluorophenyl)-3-[(1,3-dimethylindazol-6-yl)amino]pyrrolidin-1-yl]prop-2-en-1-one ClC1=C(C(=CC=C1Cl)F)[C@@]1(CN(CC1)C(C=C)=O)NC1=CC=C2C(=NN(C2=C1)C)C